zinc-copper indium selenium [Se].[In].[Cu].[Zn]